C(C)(S[C@@H]1C[C@H](C1)OCC1=CC=CC=C1)=O S-((trans)-3-(Benzyloxy)cyclobutyl) ethanethioate